FC1=C(C=CC(=C1)C1=NN(C=N1)C1=CC=C(C=C1)C(F)(F)F)NC(=O)\N=C\1/SCC(N1C1=C2C=CC=NC2=CC=C1)=O (Z)-1-(2-Fluoro-4-(1-(4-(trifluoromethyl)phenyl)-1H-1,2,4-triazol-3-yl)phenyl)-3-(4-oxo-3-(quinolin-5-yl)thiazolidin-2-ylidene)urea